ClC1=C(C=C2C=C(N=CC2=C1)NC(=O)[C@@H]1[C@@H]([C@H]1C=1C=NN(C1)C)C)N1CCN(CC1)[C@@]1(COC[C@@H]1F)C (1R,2R,3R)-N-[7-chloro-6-[4-((3R,4R)-4-fluoro-3-methyl-tetrahydrofuran-3-yl)piperazin-1-yl]-3-isoquinolyl]-2-methyl-3-(1-methylpyrazol-4-yl)cyclopropanecarboxamide